C(C1=CC=CC=C1)OC=1C=CC=2C3=C(N(C2C1)C)CCNCC3 8-(benzyloxy)-6-methyl-1,2,3,4,5,6-hexahydroazepino[4,5-b]indole